C(C=C)(=O)N1C[C@@H](N(CC1)C1=NC(N2C3=C(C(=C(C=C13)Cl)C1=C(C=C(C=C1)F)F)SCC2CN2CCOCC2)=O)C 7-((S)-4-acryloyl-2-methylpiperazin-1-yl)-9-chloro-10-(2,4-difluorophenyl)-3-(morpholinomethyl)-2,3-dihydro-5H-[1,4]thiazino[2,3,4-ij]quinazolin-5-one